CC1=CC(=NN1)NC1=NC(=C2C=CC=NC2=C1)NC1CC2N(C(C1)C2)CCC#N 3-((3-exo)-3-((7-((5-methyl-1H-pyrazol-3-yl)amino)-1,6-naphthyridin-5-yl)amino)-6-azabicyclo[3.1.1]heptan-6-yl)propionitrile